C(C)(=O)OC1C(OCC1F)N1C2=NC(=NC(=C2N(C1=O)CC#C)OC)N 2-(2-amino-6-methoxy-8-oxo-7-(prop-2-yn-1-yl)-7,8-dihydro-9H-purin-9-yl)-4-fluorotetrahydrofuran-3-yl acetate